[Cl-].[Cl-].C(=C)[Zr+2](C1C=CC=2CCCCC12)C1C=CC=2CCCCC12 rac-vinyl-bis(4,5,6,7-tetrahydro-1-indenyl)zirconium dichloride